C(C1=CC=CC=C1)N([C@H]1CN(C[C@@H]1F)C(=O)OC(C)(C)C)C (3S,4S)-tert-butyl 3-(benzyl(methyl)amino)-4-fluoropyrrolidine-1-carboxylate